(trioxadiphosphinine) 2,4-dioxide O1[O+](OP(P=C1)=O)[O-]